FC1=CC=C(OC[C@@H]2N(C3CC([C@H]2C)C3)C(C3=C(C=CC(=C3)C)C3=NC=CC=N3)=O)C=C1 (3R,4R)-3-(4-Fluorophenoxymethyl)-4-methyl-2-[5-methyl-2-(pyrimidin-2-yl)benzoyl]-2-azabicyclo[3.1.1]heptan